FC1=C(C=C(C=C1)OC1=NC=C(C=C1)C(F)(F)F)NC(=O)[C@H]1N(C(NC1)=O)C (S)-N-(2-Fluoro-5-((5-(trifluoromethyl)pyridin-2-yl)oxy)phenyl)-3-methyl-2-oxoimidazolidine-4-carboxamide